2-(5-((S or R)-1-(((R)-((R)-8-cyano-3,4-dihydro-2H-benzo[b][1,4]oxazin-2-yl)(phenyl)methyl)amino)propan-2-yl)thiophen-3-yl)acetic acid C(#N)C1=CC=CC2=C1O[C@H](CN2)[C@@H](C2=CC=CC=C2)NC[C@H](C)C2=CC(=CS2)CC(=O)O |o1:21|